N-[2-{[2-(Dimethylamino)ethyl](methyl)amino}-5-(4-{[2-(4-hydroxyphenyl)ethyl]amino}-6-phenylfuro[2,3-d]pyrimidin-5-yl)phenyl]prop-2-enamide CN(CCN(C1=C(C=C(C=C1)C1=C(OC=2N=CN=C(C21)NCCC2=CC=C(C=C2)O)C2=CC=CC=C2)NC(C=C)=O)C)C